2-((2S,4S)-1-(but-2-ynoyl)-4-(4-(3-(dimethylamino)-azetidin-1-yl)-6-fluoro-8-methyl-7-(2-(trifluoromethyl)-phenyl)-1H-[1,2,3]triazolo-[4,5-c]quinolin-1-yl)piperidin-2-yl)acetonitrile C(C#CC)(=O)N1[C@@H](C[C@H](CC1)N1N=NC=2C(=NC=3C(=C(C(=CC3C21)C)C2=C(C=CC=C2)C(F)(F)F)F)N2CC(C2)N(C)C)CC#N